COC(=O)C=1C(N(C2=CC(=CC=C2C1N)OC(F)F)C=1C=NC(=CC1)N)=O 4-Amino-1-(6-aminopyridin-3-yl)-7-(difluoromethoxy)-2-oxo-1,2-dihydroquinoline-3-carboxylic acid methyl ester